O1C(COCC1)COC1=CC(=C(C(=N1)CCC1=CC=C(OCCCCC(=O)OCC)C=C1)CC)O Ethyl 5-(4-(2-(6-((1,4-dioxan-2-yl)methoxy)-3-ethyl-4-hydroxypyridin-2-yl)ethyl)phenoxy)-pentanoate